BrC1=CC=C(C2=CC=CC=C12)\C=C/1\C(=C(C2=CC(=CC=C12)F)CC(=O)NO)C (Z)-2-(1-((4-bromonaphthalen-1-yl)methylidene)-5-fluoro-2-methyl-1H-inden-3-yl)-N-hydroxyacetamide